CN(C)CCOCCOC=1C=C2C(N(C(C2=CC1N)=O)CC(=O)O)=O 5-(2-(dimethylaminoethyl-oxy)ethyl)oxy-6-amino-N-carboxymethyl-isoindoline-1,3-dione